(1r,5s,6r)-6-((2-(2,3-dihydro-[1,4]oxazino[2,3,4-hi]indazol-6-yl)propan-2-yl)carbamoyl)-3-azabicyclo[3.1.0]hexane-3-carboxylic acid tert-butyl ester C(C)(C)(C)OC(=O)N1C[C@H]2C([C@H]2C1)C(NC(C)(C)C1=NN2C3=C(C=CC=C13)OCC2)=O